ClC=1[C@H](N(C(=CC1OC([2H])([2H])C1=NC=C(C=C1F)F)C)C1=CC(=NC=C1C)C=1N=C(SC1)C(C(=O)NC)(C)C)O (R)-2-(4-(3-chloro-4-((3,5-difluoropyridin-2-yl)methoxy-d2)-5',6-dimethyl-2-oxyl-2H-[1,4'-bipyridine]-2'-yl)thiazol-2-yl)-N,2-dimethylpropanamide